Trans-7-isopropoxy-2-((1R,4S)-1-methyl-2-oxabicyclo[2.2.1]heptan-4-yl)-N-(1-(2-methylcyclopropyl)-2-oxo-1,2-dihydropyridin-3-yl)imidazo[1,2-a]pyrimidine-6-carboxamide C(C)(C)OC1=NC=2N(C=C1C(=O)NC=1C(N(C=CC1)[C@H]1[C@@H](C1)C)=O)C=C(N2)[C@]21CO[C@](CC2)(C1)C